O[C@H](COC=1C=C(C=CC1)S(=O)(=O)NCCCCC)CNC1COC2(C1)CCN(CC2)S(=O)(=O)C2=CC1=CC=CC=C1C=C2 3-((2S)-2-hydroxy-3-(8-(naphthalen-2-ylsulfonyl)-1-oxa-8-azaspiro[4.5]dec-3-ylamino)propoxy)-N-pentylbenzenesulfonamide